2-formyl-1,3-butadiene C(=O)C(=C)C=C